antimonous oxide [Sb+]=O